CC1=C(O)C=CC(=C1)C(C)(C)C1=CC=C(C=C1)O monomethyl-bisphenol A